5-((3-fluoro-4-(piperazin-1-yl)phenyl)amino)-3-(piperidin-1-yl)-1,2,4-triazine-6-carboxamide FC=1C=C(C=CC1N1CCNCC1)NC=1N=C(N=NC1C(=O)N)N1CCCCC1